C(C1=CC=CC=C1)OC1=NC(CC=C1C1=NC(=CC=C1)N1CCN(CC1)CC1CCN(CC1)C(=O)OCCCC)=O butyl 4-((4-(2'-(benzyloxy)-6'-oxo-5',6'-dihydro-[2,3'-bipyridin]-6-yl)piperazin-1-yl)methyl)piperidine-1-carboxylate